ClC1=CC(=C(C=C1)I)F 4-Chloro-2-fluoroiodo-benzene